C1(CC1)C1=CN=C(C(=N1)C(=O)O)NC1=C(C(=CC=C1)C1CCOCC1)O[C@H](C(F)(F)F)C (S)-6-cyclopropyl-((3-(tetrahydro-2H-pyran-4-yl)-2-((1,1,1-trifluoropropan-2-yl)oxy)phenyl)amino)pyrazinecarboxylic acid